CCCCCCCCCCCCCCCC(=O)OC[C@H](COP(=O)(O)OP(=O)(O)OC[C@@H]1[C@H]([C@H]([C@@H](O1)N2C=CC(=NC2=O)N)O)O)OC(=O)CCCCCCCCCCCCCCC The molecule is a CDP-diacylglycerol in which both of the phosphatidyl acyl groups are specified as palmitoyl (hexadecanoyl). It has a role as a Mycoplasma genitalium metabolite. It derives from a hexadecanoic acid. It is a conjugate acid of a CDP-dipalmitoyl-sn-glycerol(2-).